diglycerol trilaurate C(CCCCCCCCCCC)(=O)O.C(CCCCCCCCCCC)(=O)O.C(CCCCCCCCCCC)(=O)O.OCC(O)CO.OCC(O)CO